3-[4-(11,11-Difluoro-3,9-diazaspiro[5.5]undecan-3-yl)-3-methyl-2-oxo-benzimidazol-1-yl]piperidine-2,6-dione FC1(CNCCC12CCN(CC2)C2=CC=CC=1N(C(N(C12)C)=O)C1C(NC(CC1)=O)=O)F